C[C@H]1OCCN(C1)C=1C=C2C(=CC=NC2=CC1)C(=O)O (R)-6-(2-methylmorpholino)quinoline-4-carboxylic acid